C1(=O)OC(C(CCCC)CC)OOC(C(CCCC)CC)OC(O1)=O peroxy-di-(2-ethylhexyl) dicarbonate